C[C@@H]1[C@H]([C@@H]([C@H]([C@]2(O1)OCC1=CC(=C(C=C12)CC1=CC=C(C=C1)OCC)Cl)O)O)O (1S,3'R,4'S,5'S,6'R)-6'-Methyl-6-(4-ethoxy-benzyl)-5-chloro-3',4',5',6'-tetrahydro-3H-spiro-[isobenzofuran-1,2'-pyran]-3',4',5'-triol